C(CC)C(COC1=C(C(=C(C=C1)N)F)F)C1CCCCC1 propylcyclohexyl-2,3-difluorophenetidine